(1S,3R)-3-(3-{[(2-methoxypyridin-4-yl)acetyl]amino}-1H-pyrazol-5-yl)cyclopentylcarbamate COC1=NC=CC(=C1)CC(=O)NC1=NNC(=C1)[C@H]1C[C@H](CC1)NC([O-])=O